(4-fluoro-2-methoxy-3-(3-(1-methyl-1H-pyrazol-4-yl)-1H-pyrazolo[3,4-c]pyridin-5-yl)phenyl)-N-methylmethylamine FC1=C(C(=C(C=C1)N(C)C)OC)C=1C=C2C(=CN1)NN=C2C=2C=NN(C2)C